ClC=1C(=C(CBr)C=CC1F)F 3-chloro-2,4-difluoro-benzyl bromide